CC1CCCCCCCCCCCCCC(O1)=O 16-METHYL-OXACYCLOHEXADECAN-2-ON